2-[[2-(Dimethylamino)ethyl]methylamino]ethanol CN(CCN(CCO)C)C